OCC(CCO)O (hydroxymethyl)propane-1,3-diol